FC=1C=C(C=CC1)C=1OC2=CC=CC=C2C(C1O)=O 2-(3-fluorophenyl)-3-hydroxy-4H-chromen-4-one